NC1=CC=C(C=C1)C=1OC2=C(N1)C=CC=C2 2-(4-amino-phenyl)-benzooxazol